(E)-(4-Methyl-6-((tetrahydro-2H-pyran-2-yl)oxy)hexadec-4-en-1-yl)triphenylphosphine bromide [Br-].C/C(/CCCC1=C(C=CC=C1)P(C1=CC=CC=C1)C1=CC=CC=C1)=C\C(CCCCCCCCCC)OC1OCCCC1